butyl-rel-(6R,7R)-2-oxo-7-({[(CIS)-4-phenylcyclohexyl]oxy}methyl)-1,4,8-triazaspiro[5.5]undecane-8-carboxylate C(CCC)OC(=O)N1[C@H]([C@]2(CNCC(N2)=O)CCC1)CO[C@@H]1CC[C@@H](CC1)C1=CC=CC=C1 |o1:8,9|